C[C@@H]1C[C@@H]([C@@H](N1C(=O)OC)COC1CC2CC2(CC1)C1=NC=CC=N1)N(C(C(F)(F)F)=O)CC1=CC=C(C=C1)OC methyl (2R,3S,5R)-5-methyl-2-(((6-(pyrimidin-2-yl)bicyclo[4.1.0]heptan-3-yl)oxy)methyl)-3-(2,2,2-trifluoro-N-(4-methoxybenzyl)acetamido)pyrrolidine-1-carboxylate